[Si](C)(C)(C(C)(C)C)OCC1=NN(C=2N(C([C@@H]([C@@H](C21)C2=CC=C(C=C2)F)NC(C2=CC(=CC=C2)C(F)(F)F)=O)=O)CC)C2COC2 |r| rac-N-((4R,5R)-3-(((tert-butyldimethylsilyl)oxy)methyl)-7-ethyl-4-(4-fluorophenyl)-1-(oxetan-3-yl)-6-oxo-4,5,6,7-tetrahydro-1H-pyrazolo[3,4-b]pyridin-5-yl)-3-(trifluoromethyl)benzamide